3-(tert-butoxycarbonyl)-6,6-difluoro-3-azabicyclo[3.1.0]hexane-1-carboxylic acid C(C)(C)(C)OC(=O)N1CC2(C(C2C1)(F)F)C(=O)O